Cl.FC1=C(C(=CC=C1NS(=O)(=O)N1C[C@@H](CC1)F)F)C1=CC2=C(N=C(N=C2)NCCCC(=O)NC2CCNCC2)N(C1=O)C 4-[[6-[2,6-difluoro-3-[[(3R)-3-fluoropyrrolidin-1-yl]sulfonylamino]phenyl]-8-methyl-7-oxopyrido[2,3-d]pyrimidin-2-yl]amino]-N-piperidin-4-ylbutyramide hydrochloride